COC1CCC(CC1)NC(=O)C1=NC(=CC(=C1)C)C1=CN=CN1C N-(4-methoxycyclohexyl)-4-methyl-6-(1-methyl-1H-imidazol-5-yl)pyridineamide